N1CCC(CC1)OCCC(=O)OC Methyl 3-(piperidin-4-yloxy)propanoate